4-[(3-hydroxyphenyl)thio]-1,2-diphenyl-6-(pyridin-2-ylamino)-1,2-dihydro-3H-indazol-3-one OC=1C=C(C=CC1)SC1=C2C(N(N(C2=CC(=C1)NC1=NC=CC=C1)C1=CC=CC=C1)C1=CC=CC=C1)=O